4-(4-Chloro-phenyl)-6-prop-2-ynyloxy-[2,2']bipyridinyl-5-carbonitrile ClC1=CC=C(C=C1)C1=CC(=NC(=C1C#N)OCC#C)C1=NC=CC=C1